FC(C=1N=CC(=NC1)C=O)(F)F 5-(trifluorometh-yl)pyrazine-2-carbaldehyde